S1C2=C(C=C1)C=C(C=C2)CNC(=O)[C@H]2NCCN(C2)C=2C1=C(N=CN2)C=C(N1)C1=CC=C(C=C1)C(F)(F)F (S)-N-(benzo[b]thiophen-5-ylmethyl)-4-(6-(4-(trifluoromethyl)phenyl)-5H-pyrrolo[3,2-d]pyrimidin-4-yl)piperazine-2-carboxamide